CC=1C=C(C=CC1C)C1=CC=C(C(=N1)OC1=CC=CC=C1)C=1NC2(CN1)CS(C=C2)(=O)=O 2-(6-(3,4-dimethylphenyl)-2-phenoxypyridin-3-yl)-7-thia-1,3-diazaspiro[4.4]nona-2,8-diene 7,7-dioxide